1-[5-[2-(2-amino-3-pyridyl)-5-phenyl-imidazo[4,5-b]pyridin-3-yl]-2-pyridyl]piperidine-4-carboxylic acid NC1=NC=CC=C1C1=NC=2C(=NC(=CC2)C2=CC=CC=C2)N1C=1C=CC(=NC1)N1CCC(CC1)C(=O)O